ClC1=C(C=C(C=C1)C(CNC1CCC(CC1)NCC=1C=NN(C1)CC(=O)N(C)C)C1=CC=CC=C1)C=1C(=CC=C(C1F)OCCOC)C(=O)N 2'-Chloro-5'-(2-(((1r,4r)-4-(((1-(2-(dimethylamino)-2-oxoethyl)-1H-pyrazol-4-yl)methyl)amino)cyclohexyl)amino)-1-phenylethyl)-6-fluoro-5-(2-methoxyethoxy)-[1,1'-biphenyl]-2-carboxamide